(1-benzhydryl-piperidin-4-yl)(4-methoxyphenyl)methanone C(C1=CC=CC=C1)(C1=CC=CC=C1)N1CCC(CC1)C(=O)C1=CC=C(C=C1)OC